FC=1C=C(OC2CC3(CN(C3)C(=O)N3C[C@@H]4[C@@H](OCC(N4)=O)CC3)C2)C=C(C1)C(F)(F)F (4aR,8aS)-6-(6-(3-Fluoro-5-(trifluoromethyl)phenoxy)-2-azaspiro[3.3]heptane-2-carbonyl)hexahydro-2H-pyrido[4,3-b][1,4]oxazin-3(4H)-one